BrC=1C=C2C(=NC1)C1=C(N2C(C2CCOCC2)C=2C=NC=CC2OC)C(=NN1C)C(=O)OC methyl 6-bromo-4-((4-methoxypyridin-3-yl) (tetrahydro-2H-pyran-4-yl) methyl)-1-methyl-1,4-dihydropyrazolo[3',4':4,5]pyrrolo[3,2-b]pyridine-3-carboxylate